(S)-N-(3-(2-((1,5-dimethyl-1H-pyrazol-3-yl)amino)-5-methylpyrimidin-4-yl)-1H-indol-7-yl)-2-(3-((6-(4-hydroxypiperidin-1-yl)pyrimidin-4-yl)oxy)pyrrolidin-1-yl)acetamide CN1N=C(C=C1C)NC1=NC=C(C(=N1)C1=CNC2=C(C=CC=C12)NC(CN1C[C@H](CC1)OC1=NC=NC(=C1)N1CCC(CC1)O)=O)C